5-(4-(benzyloxy)phenyl)-4-((tert-butoxycarbonyl)amino)-2-methylpent-2-enoic acid tert-butyl ester C(C)(C)(C)OC(C(=CC(CC1=CC=C(C=C1)OCC1=CC=CC=C1)NC(=O)OC(C)(C)C)C)=O